C(C)(C)(C)OC(=O)N(C1CC(C1)C(=O)OC)C methyl 3-((tert-butoxycarbonyl)(methyl)amino)cyclobutane-1-carboxylate